5-bromo-2-cyclopropyl-3-(4,4-dimethylpiperidin-1-yl)-7-methylisoquinolin-1(2H)-one BrC1=C2C=C(N(C(C2=CC(=C1)C)=O)C1CC1)N1CCC(CC1)(C)C